ClC1=CC=C(C=C1)S(=O)(=O)C1(C(=NN(C1)C(=O)N(CCS(N)(=O)=O)C)C1=CC=C(C=C1)F)C1=CC=CC=C1 ((4-chlorophenyl)sulfonyl)-3-(4-fluorophenyl)-N-methyl-4-phenyl-N-(2-sulfamoylethyl)-4,5-dihydro-1H-pyrazole-1-carboxamide